monooleyl sebacate (mono-9-stearyl sebacate) C(CCCCCCCCCCCCCCCCC)C(CCCCCCCC(=O)O)C(=O)O.C(CCCCCCCCC(=O)O)(=O)OCCCCCCCC\C=C/CCCCCCCC